C(C)O\N=C\1/C=2C=CC=CC2C2=NC=CN=C21 (E)-9-(Ethoxyimino)-9H-indeno[1,2-b]pyrazine